(1r,4r)-4-(4-nitrophenoxy)cyclohexane-1-amine [N+](=O)([O-])C1=CC=C(OC2CCC(CC2)N)C=C1